N-(2-(7-Cyclopropyloxynaphthalen-1-yl)ethyl)propanamide C1(CC1)OC1=CC=C2C=CC=C(C2=C1)CCNC(CC)=O